8-(dimethylamino)-8-(3-fluorophenyl)-3-(4-(methylsulfonyl)pyridin-3-yl)-1,3-diazaspiro[4.5]decan-2-one CN(C1(CCC2(CN(C(N2)=O)C=2C=NC=CC2S(=O)(=O)C)CC1)C1=CC(=CC=C1)F)C